[2H]C1=NC2=CC=CC=C2C=N1 deuteroquinazoline